pentoxybiphenyl-nitrile C(CCCC)OC1=C(C(=CC=C1)C1=CC=CC=C1)C#N